FC(C=1C=CC(=NC1)/C=C/C=1C=CC(=C(C1)O)C(C)C)(F)F (E)-5-[2-(5-trifluoromethylpyridin-2-yl)vinyl]-2-isopropylphenol